3-oxopropionate O=CCC(=O)[O-]